1,5-anhydro-2,3-dideoxy-3-(((7-(4-(1-methyl-1H-1,2,3-triazol-4-yl)benzyl)-4-(2,2,2-trifluoroethoxy)-2,3-dihydro-1-benzofuran-5-yl)carbonyl)amino)-L-threo-pentitol CN1N=NC(=C1)C1=CC=C(CC2=CC(=C(C=3CCOC32)OCC(F)(F)F)C(=O)N[C@H]3CCOC[C@@H]3O)C=C1